chromen-2-ol O1C(C=CC2=CC=CC=C12)O